ClC=1SC(=C(C1S(=O)(=O)OCC(C)C)P(C1CC(CCC1C(C)C)C)C1CC(CCC1C(C)C)C)Cl Isobutyl 2,5-dichloro-4-dimenthylphosphino-3-thiophenesulfonate